3-chloro-9-(2,4-difluorophenyl)-2-methyl-7-((2R,4S,6R)-2-methyl-6-(1-methyl-1H-pyrazol-4-yl)tetrahydro-2H-pyran-4-yl)-4H-pyrazino[1,2-a]pyrimidin-4-one ClC1=C(N=C2N(C1=O)C=C(N=C2C2=C(C=C(C=C2)F)F)[C@H]2C[C@H](O[C@H](C2)C=2C=NN(C2)C)C)C